NC1=C(C=CC2=CC=CC=C12)N=NC=1C=NC(=CC1)C1=C(C=CC(=C1)Cl)O 4-Amino-3-[6-(5-chloro-2-hydroxyphenyl)pyridin-3-ylazo]naphthalin